1-((1r,3R,5S,7r)-3,5-dimethyladamantan-1-yl)-3-(2-fluoro-4-(4-(2-(1-(2-methylbutanoyl)piperidin-4-yl)acetyl)-1,4-diazepan-1-carbonyl)phenyl)urea C[C@]12CC3(CC(C[C@@](C1)(C3)C)C2)NC(=O)NC2=C(C=C(C=C2)C(=O)N2CCN(CCC2)C(CC2CCN(CC2)C(C(CC)C)=O)=O)F